N-(2,2-difluoro-2-(4-nitrophenyl)ethyl)quinazolin-4-amine FC(CNC1=NC=NC2=CC=CC=C12)(C1=CC=C(C=C1)[N+](=O)[O-])F